FC=1C(=CC(=NC1)OC)C1=CC(=NN1)C(=O)N1[C@@H](C[C@H](CC1)C(=O)NC1CCC(CC1)(C(F)(F)F)O)C (2R,4s)-1-(5-(5-fluoro-2-methoxypyridin-4-yl)-1H-pyrazole-3-carbonyl)-N-((1r,4s)-4-hydroxy-4-(trifluoromethyl)cyclohexyl)-2-methylpiperidine-4-carboxamide